C(#N)[C@H](C[C@H]1C(NCC1)=O)NC([C@@H](NC([C@@H](C1=CC=CC=C1)N(C)C)=O)CC(C)(C)C)=O N-{(1S)-1-cyano-2-[(3S)-2-oxopyrrolidin-3-yl]ethyl}-N2-[(2R)-2-(dimethylamino)-2-phenylacetyl]-4-methyl-L-leucinamide